BrC1=CN(C2=NC(=CN=C21)N2C1CN(CC2CC1)C(=O)OC(C)(C)C)COCC[Si](C)(C)C tert-Butyl 8-(7-bromo-5-{[2-(trimethylsilyl) ethoxy]methyl}-5H-pyrrolo[2,3-b]pyrazin-3-yl)-3,8-diazabicyclo[3.2.1]octane-3-carboxylate